C(C)(=O)C1N(CCC1)CC1=CC(=CC=C1)OC (5S)-acetyl-1-(m-methoxybenzyl)-pyrrolidine